1-t-butoxycarbonylindole-6-carboxylic acid C(C)(C)(C)OC(=O)N1C=CC2=CC=C(C=C12)C(=O)O